pyridine-3,5-dicarboxylic acid O5-tert-butyl O3-ethyl ester C(C)OC(=O)C=1C=NC=C(C1)C(=O)OC(C)(C)C